6-({1-tert-butyl-3-[(1S,3R)-3-[(tert-butyldimethylsilyl)oxy]cyclopentyl]-1H-pyrazol-5-yl}amino)-2-[(4-methoxyphenyl)methyl]-1-methyl-2,3-dihydro-1H-indazol-3-one C(C)(C)(C)N1N=C(C=C1NC1=CC=C2C(N(N(C2=C1)C)CC1=CC=C(C=C1)OC)=O)[C@@H]1C[C@@H](CC1)O[Si](C)(C)C(C)(C)C